CC(CN1C(CCCC1)C)(C)NC1(N=CC2=C(N1)C=NC=C2)C2=CC=NC=C2 N-[2-methyl-1-(2-methylpiperidin-1-yl)prop-2-yl]-2-(pyridin-4-yl)pyrido[3,4-d]pyrimidin-amine